Mono-1-hydroxy-2-naphthoate dihydrate O.O.OC1=C(C=CC2=CC=CC=C12)C(=O)O